(R)-4-(8-chloro-4-(1-methyl-1H-pyrazol-5-yl)-1,7-naphthyridin-2-yl)-3-methylmorpholine ClC=1N=CC=C2C(=CC(=NC12)N1[C@@H](COCC1)C)C1=CC=NN1C